N-(3,5-Dichloropyridin-4-yl)-4-(difluoromethoxy)-3-((7-((4-((5-(2,6-dioxopiperidin-3-yl)-4-oxo-5,6-dihydro-4H-thieno[3,4-c]pyrrol-1-yl)methoxy)benzyl)amino)heptyl)oxy)benzamide ClC=1C=NC=C(C1NC(C1=CC(=C(C=C1)OC(F)F)OCCCCCCCNCC1=CC=C(C=C1)OCC=1SC=C2C1CN(C2=O)C2C(NC(CC2)=O)=O)=O)Cl